2-(2-(Allyloxy)-3-(tert-butyl)-5-methylphenyl)-4,4,5,5-tetramethyl-1,3,2-dioxaborolane C(C=C)OC1=C(C=C(C=C1C(C)(C)C)C)B1OC(C(O1)(C)C)(C)C